(1-methyl-1H-1,2,3-triazol-5-yl)methanol CN1N=NC=C1CO